copper (II) acetate-hydrate O.C(C)(=O)[O-].[Cu+2].C(C)(=O)[O-]